O=C1C=C(N=C2N1N=C(S2)C2CCN(C1(CC1)C2)C(=O)OCC2=CC=CC=C2)OS(=O)(=O)C2=CC=C(C=C2)C benzyl 7-[5-oxo-7-(p-tolylsulfonyloxy)-[1,3,4]thiadiazolo[3,2-a]pyrimidin-2-yl]-4-azaspiro[2.5]octane-4-carboxylate